4-((2,6-dimethylbenzyl)amino)-2-((1-(2-hydroxyethyl)-1H-pyrazol-4-yl)amino)pyrimidin-5-carboxamide CC1=C(CNC2=NC(=NC=C2C(=O)N)NC=2C=NN(C2)CCO)C(=CC=C1)C